(±)-4-(3-Bromo-2-fluoroanilino)-7-[[2-(acetoxy)but-3-en-1-yl]oxy]quinazolin-6-yl 2,2-dimethylpropanoate CC(C(=O)OC=1C=C2C(=NC=NC2=CC1OC[C@@H](C=C)OC(C)=O)NC1=C(C(=CC=C1)Br)F)(C)C |r|